1-benzyl 5',8'-di-tert-butyl 3'-(2-hydroxyphenyl)-5'H-spiro[piperidine-3,6'-pyrazino[2,3-c]pyridazine]-1,5',8'(7'H)-tricarboxylate OC1=C(C=CC=C1)C1=CC2=C(N=N1)N(CC1(N2C(=O)OC(C)(C)C)CN(CCC1)C(=O)OCC1=CC=CC=C1)C(=O)OC(C)(C)C